2-Acetyl-2,3,4,5-tetrahydrooxonine C(C)(=O)C1OC=CC=CCCC1